C(C)(C)(C)C=1C=2N(N=CC1C(=O)OCC)C=C(C2)Cl Ethyl 4-tert-butyl-6-chloropyrrolo[1,2-b]pyridazine-3-carboxylate